C(CC)NC(OC1=CC=CC=C1)=O phenyl propylcarbamate